2-dodecyl-N-(2,2,6,6-tetramethyl-4-piperidinyl)succinimide C(CCCCCCCCCCC)C1C(=O)N(C(C1)=O)C1CC(NC(C1)(C)C)(C)C